2-[(3-hydroxy-2-methyl-5-phosphonooxymethyl-pyridin-4-ylmethyl)-imino]-5-phosphono-pent-3-enoic acid OC=1C(=NC=C(C1CN=C(C(=O)O)C=CCP(=O)(O)O)COP(=O)(O)O)C